N-[7-(3,6-Dihydro-2H-pyran-4-yl)-4-hydroxy-[1,3]thiazolo[4,5-c]pyridin-2-yl]-2-oxa-7-azaspiro[4.4]nonan-7-carboxamid O1CCC(=CC1)C=1C2=C(C(=NC1)O)N=C(S2)NC(=O)N2CC1(CCOC1)CC2